((3-(1-(3-chloro-4-methoxyphenyl)cyclopropyl)-1,2,4-oxadiazol-5-yl)methyl)acrylic acid ClC=1C=C(C=CC1OC)C1(CC1)C1=NOC(=N1)CC(C(=O)O)=C